5-(3-chlorophenyl)-N-(3-methoxy-2-methylpropyl)-7H-pyrrolo[2,3-d]pyrimidin-4-amine ClC=1C=C(C=CC1)C1=CNC=2N=CN=C(C21)NCC(COC)C